ClC1=C(C=CC(=C1)C)C(C)C1=C(C=C(C=C1)C)Cl 1,1-bis(2-chloro-4-methylphenyl)ethane